sn-glycero-3-phospho-rac-glycerol OC[C@@H](O)COP(=O)(O)OC[C@H](O)CO |&1:11|